(R)-2-(4-(3-(5-amino-9-fluoro-8-methoxy-[1,2,4]triazolo[1,5-c]quinazolin-2-yl)piperidin-1-yl)-3-methyl-1H-pyrazol-1-yl)-2-methylpropan-1-ol NC1=NC=2C=C(C(=CC2C=2N1N=C(N2)[C@H]2CN(CCC2)C=2C(=NN(C2)C(CO)(C)C)C)F)OC